styrene-fumaric anhydride C(=CC1=CC=CC=C1)\C\1=C/C(=O)OC1=O